1,2,3,4,6,7-hexafluoro-5,8-diiodocubane FC12C3(C4(C5(C3(C1(C5(C24I)F)F)I)F)F)F